ClC1=NC(=C2N=CN(C2=N1)[C@@H]1O[C@@H]([C@H]([C@H]1O)O)CO)N1CC2(CC3=CC=CC=C3C2)C1 (2R,3R,4S,5R)-2-(2-chloro-6-spiro[azetidine-3,2'-indane]-1-yl-purin-9-yl)-5-(hydroxymethyl)tetrahydrofuran-3,4-diol